7,7-dimethyl-1,7-dihydropyrano[3,2-f]indazole CC1(C=CC=2C=C3C=NNC3=CC2O1)C